N1=C(N=CC=C1)C#CC=1C=C(C(=O)OC)C=CC1 Methyl 3-(2-pyrimidin-2-ylethynyl)benzoate